ClC=1C=NN(C1C(=O)N[C@@H](C)C1=NC=NN1C1=NC=C(C=C1)N=S(=O)(C)C)C (S)-4-chloro-N-(1-(1-(5-((dimethyl(oxo)-λ6-sulfaneylidene)amino)pyridin-2-yl)-1H-1,2,4-triazol-5-yl)ethyl)-1-methyl-1H-pyrazole-5-carboxamide